dicyanostilbene methyl-4-{5-[(2,6-dichlorophenyl)methoxy]pyrimidin-2-yl}-6-oxopiperazine-2-carboxylate COC(=O)C1NC(CN(C1)C1=NC=C(C=N1)OCC1=C(C=CC=C1Cl)Cl)=O.C(#N)C(=C(C1=CC=CC=C1)C#N)C1=CC=CC=C1